4,5,6,7-Tetrachloro-3-(4-diethylamino-2-ethoxyphenyl)-3-(1-n-pentyl-2-methyl-1H-indol-3-yl)-1(3H)-isobenzofuranone ClC1=C2C(OC(C2=C(C(=C1Cl)Cl)Cl)=O)(C1=C(N(C2=CC=CC=C12)CCCCC)C)C1=C(C=C(C=C1)N(CC)CC)OCC